C(C)(C)(C)OC(=O)N1C(CC1)C=1SC(=CN1)Br (5-bromothiazol-2-yl)azetidine-1-carboxylic acid tert-butyl ester